ClC1=CC(=C(C=C1)C1=NC(=NC2=NC(=C(N=C12)C([2H])([2H])[2H])C([2H])([2H])[2H])[C@@H]1C[C@@H](OCC1)C=1C=NN(C1)C1CC1)F 4-(4-chloro-2-fluorophenyl)-2-((2R,4S)-2-(1-cyclopropyl-1H-pyrazol-4-yl)tetrahydro-2H-pyran-4-yl)-6,7-bis(methyl-d3)pteridine